1-(2-amino-5-bromo-3-methoxyphenyl)ethan-1-one NC1=C(C=C(C=C1OC)Br)C(C)=O